[N+](=O)([O-])C1=CC=C(C=C1)C1=CN=C2N1C=CC(=C2)N2CCS(CC2)(=O)=O 4-(3-(4-nitrophenyl)imidazo[1,2-a]pyridin-7-yl)thiomorpholine 1,1-dioxide